C1(=CC=CC=C1)C(CCC(=O)NCCCN1CCCCC1)C1=CC=CC=C1 4,4-Diphenyl-N-[3-(piperidin-1-yl)propyl]butanamide